2-[(2',4'-dichloro-4-{[(1-methylazetidin-2-yl)methoxy]carbonyl}-[1,1'-biphenyl]-3-yl)carbamoyl]-5-hydroxybenzene-1,4-dicarboxylic acid ClC1=C(C=CC(=C1)Cl)C1=CC(=C(C=C1)C(=O)OCC1N(CC1)C)NC(=O)C1=C(C=C(C(=C1)C(=O)O)O)C(=O)O